[Si](C1=CC=CC=C1)(C1=CC=CC=C1)(C(C)(C)C)OC=1C=C(C=C(C1OC)OC)COCCOCCN(C(OC(C)(C)C)=O)C tert-butyl N-{2-[2-({3-[(tert-butyldiphenylsilyl) oxy]-4,5-dimethoxyphenyl} methoxy) ethoxy] ethyl}-N-methylcarbamate